1-(3-(7-(difluoromethyl)-6-(2-azaspiro[3.3]heptan-6-yl)-3,4-dihydroquinolin-1(2H)-yl)-1-(tetrahydro-2H-pyran-4-yl)-1,4,6,7-tetrahydro-5H-pyrazolo[4,3-c]pyridin-5-yl)ethan-1-one FC(C1=C(C=C2CCCN(C2=C1)C1=NN(C2=C1CN(CC2)C(C)=O)C2CCOCC2)C2CC1(CNC1)C2)F